CN(C)S(=O)(=O)N N,N-dimethylsulfamide